ClC=1C=C(C=CC1C(=O)N1CCN(CC1)C(=O)C1CC[N+](CC1)(C)C)NC(=O)C=1N(C(=CN1)C1=C(C(=C(C=C1)C=1C=NNC1C1=NC=CC=C1)F)F)C N-[3-chloro-4-[4-(1,1-dimethylpiperidin-1-ium-4-carbonyl)piperazine-1-carbonyl]phenyl]-5-[2,3-difluoro-4-[5-(2-pyridinyl)-1H-pyrazol-4-yl]phenyl]-1-methyl-imidazole-2-carboxamide